2'-chloro-N-(5,6-dihydro-4H-pyrrolo[3,4-d]thiazol-2-yl)-5'-methoxy-6-methyl-[4,4'-bipyridine]-3-carboxamide ClC1=NC=C(C(=C1)C1=C(C=NC(=C1)C)C(=O)NC=1SC2=C(N1)CNC2)OC